1-(5-(4-(2-(4-((1r,3r)-3-aminocyclobutyloxy)phenyl)propan-2-yl)phenoxy)pyrimidin-2-yl)propan-1-ol NC1CC(C1)OC1=CC=C(C=C1)C(C)(C)C1=CC=C(OC=2C=NC(=NC2)C(CC)O)C=C1